C(C)[Si](O[C@H]([C@@H](C)[C@@H]1CO1)CC)(CC)CC (2R,3R)-3-((2S,3S)-3-((triethylsilyl)oxy)pent-2-yl)oxiran